N1(C=NC=C1)C=1C=CC(=C(C1)O)C=1N=NC(=CN1)N([C@H]1C[C@@]2(CC[C@H](C1)N2)C)C 5-(1H-imidazol-1-yl)-2-(6-(methyl((1S,3R,5R)-1-methyl-8-azabicyclo[3.2.1]octan-3-yl)amino)-1,2,4-triazin-3-yl)phenol